N1(CCC1)CC1=C(CNC2=CC(=C(C(=C2)F)S(=O)(=O)NC=2N=CSC2)F)C(=CC=C1F)Cl 4-((2-(azetidin-1-ylmethyl)-6-chloro-3-fluorobenzyl)amino)-2,6-difluoro-N-(thiazol-4-yl)benzenesulfonamide